N-(4-((2-amino-3-cyclopropylpyridin-4-yl)oxy)-3,5-difluorophenyl)-1-phenyl-5-(trifluoromethyl)-1H-pyrazole-4-carboxamide NC1=NC=CC(=C1C1CC1)OC1=C(C=C(C=C1F)NC(=O)C=1C=NN(C1C(F)(F)F)C1=CC=CC=C1)F